C(C=C)(=O)OC(CC)S(=O)(=O)[O-].[K+] potassium acryloxypropanesulfonate